CO[C@H](COC1=CC(=C(C=C1)O)[N+](=O)[O-])C (S)-4-(2-methoxypropoxy)-2-nitrophenol